C(C)(C)OC=1NC=C(N1)C=1C=NC=CC1 3-(2-isopropoxy-1H-imidazol-4-yl)pyridine